N-(5-amino-2-methyl-phenyl)-2-[3-methyl-5-(1-piperidylsulfonyl)indol-1-yl]propanamide NC=1C=CC(=C(C1)NC(C(C)N1C=C(C2=CC(=CC=C12)S(=O)(=O)N1CCCCC1)C)=O)C